P(O)(=O)(OP(=O)(O)OP(=O)(O)O)OC[C@@H]1[C@H](C[C@@H](O1)N1C(=O)N=C(N)C=C1)N 3'-amino-2',3'-dideoxycytidine-5'-triphosphate